C(C)C(O)C1=C(C=C(C(=C1)C1=NC=C(C=C1Cl)C(F)(F)F)F)Cl ethyl-[2-chloro-5-[3-chloro-5-(trifluoromethyl)-2-pyridyl]-4-fluoro-phenyl]methanol